FC(C(=O)O)(F)F.C[C@H]1NC[C@@H]1NS(=O)(=O)C N-((2R,3S)-2-methylazetidin-3-yl)methanesulfonamide trifluoroacetate